7-methoxy-4-(1-methyl-3-phenyl-1H-pyrazol-4-yl)quinazolin-6-yl (2S,5S)-2,4,5-trimethylpiperazine-1-carboxylate C[C@@H]1N(C[C@@H](N(C1)C)C)C(=O)OC=1C=C2C(=NC=NC2=CC1OC)C=1C(=NN(C1)C)C1=CC=CC=C1